5-(4-(4-(Dimethoxymethyl)piperidin-1-yl)phenyl)-6-isobutyl-5,6,7,8-tetrahydronaphthalen-2-ol COC(C1CCN(CC1)C1=CC=C(C=C1)C1C=2C=CC(=CC2CCC1CC(C)C)O)OC